CC/C=C\\C/C=C\\C/C=C\\CCCCCCCC(=O)CC(=O)SCCNC(=O)CCNC(=O)[C@@H](C(C)(C)COP(=O)(O)OP(=O)(O)OC[C@@H]1[C@H]([C@H]([C@@H](O1)N2C=NC3=C(N=CN=C32)N)O)OP(=O)(O)O)O The molecule is a 3-oxo-fatty acyl-CoA that results from the formal condensation of the thiol group of coenzyme A with the carboxy group of (11Z,14Z,17Z)-3-oxoicosatrienoic acid. It is a 3-oxo-fatty acyl-CoA, a long-chain fatty acyl-CoA and an unsaturated fatty acyl-CoA. It derives from an icosanoyl-CoA. It is a conjugate acid of an (11Z,14Z,17Z)-3-oxoicosatrienoyl-CoA(4-).